C(\C=C\C(=O)N)(=O)N fumaramide